1-[2-(1-(4-methoxyphenyl)-5-methyl-1H-pyrazol-3-yloxy)ethyl]piperidine COC1=CC=C(C=C1)N1N=C(C=C1C)OCCN1CCCCC1